O(C1=CC=CC=C1)C1=CC=C(C=C1)[Mg]Br 4-phenoxyphenylmagnesium bromide